BrCC(=O)C1=C(NC2=CC=C(C=C12)[N+](=O)[O-])C 2-bromo-1-(2-methyl-5-nitro-1H-indol-3-yl)ethan-1-one